3-(4-chloro-3-((2-morpholinoethyl)amino)phenyl)-7-hydroxy-4H-benzopyran-4-one ClC1=C(C=C(C=C1)C1=COC2=C(C1=O)C=CC(=C2)O)NCCN2CCOCC2